NC=1C2=C(N=CN1)N(C(=C2C2=CC(=C(C=C2)N=S2(CCCCC2)=O)F)C=2C=CC(=C(C2)NC(C(=C)C)=O)F)C N-(5-(4-amino-5-(3-fluoro-4-((1-oxotetrahydro-2H-1λ6-thiopyran-1-ylidene)amino)phenyl)-7-methyl-7H-pyrrolo[2,3-d]pyrimidin-6-yl)-2-fluorophenyl)methacrylamide